C(O)OCO methylolether